N1C=C(C2=CC=CC=C12)NC1=NC2=C(N1)C=CC=C2 N-1H-indol-3-yl-1H-benzimidazol-2-amine